C(#N)CC1CCC(CC1)N1C(=NC=2C1=C1C(=NC2)NC=C1)CNC(CCOC)=NO N-((1-((1r,4r)-4-(cyanomethyl)cyclohexyl)-1,6-dihydroimidazo[4,5-d]pyrrolo[2,3-b]pyridin-2-yl)methyl)-N'-hydroxy-3-methoxypropanamidine